C[C@@H]1NC(C[C@@H](C1)C(=O)O)=O (2S,4R)-2-methyl-6-oxopiperidine-4-carboxylic acid